2-(4-(2-((5-cyclopropyl-3-(2,6-dichlorophenyl)isoxazol-4-yl)methylene)-7-azaspiro[3.5]non-7-yl)phenyl)acetic acid C1(CC1)C1=C(C(=NO1)C1=C(C=CC=C1Cl)Cl)C=C1CC2(C1)CCN(CC2)C2=CC=C(C=C2)CC(=O)O